N1=C(C=CC=2CCCNC12)CCCCC(/C=C/C=1C=NC(=NC1)C(F)(F)F)O (E)-7-(5,6,7,8-tetrahydro-1,8-naphthyridin-2-yl)-1-(2-(trifluoromethyl)pyrimidin-5-yl)hept-1-en-3-ol